2-(2,2-difluoroethoxy)-8-(4-(difluoromethoxy)phenyl)-6-(2-methyl-2H-indazol-5-yl)pyrido[3,4-b]pyrazin-7(6H)-one FC(COC1=NC=2C(N=C1)=CN(C(C2C2=CC=C(C=C2)OC(F)F)=O)C2=CC1=CN(N=C1C=C2)C)F